NC1=CC(=C(C(=O)NC2=NC(=NC=C2)N2C[C@H](OCC2)C)C=C1F)N1CCC2(CC2)CC1 (R)-4-Amino-5-fluoro-N-(2-(2-methylmorpholino)pyrimidin-4-yl)-2-(6-azaspiro[2.5]octan-6-yl)benzamide